(R)-2-((1-(2-cyano-3-(4,4-difluoro-6-azaspiro[2.5]octan-6-yl)-7-meth-ylquinoxalin-5-yl)ethyl)amino)-benzoic acid C(#N)C1=NC2=CC(=CC(=C2N=C1N1CC(C2(CC2)CC1)(F)F)[C@@H](C)NC1=C(C(=O)O)C=CC=C1)C